3-Chloro-2'-(2-(2-hydroxypropan-2-yl)pyrimidin-4-yl)-5',6-dimethyl-4-(phenylmethoxy-d2)-2H-[1,4'-bipyridin]-2-one ClC=1C(N(C(=CC1OC([2H])([2H])C1=CC=CC=C1)C)C1=CC(=NC=C1C)C1=NC(=NC=C1)C(C)(C)O)=O